ClC1=CC=C(C=C1)[C@@]1(N(C(C2=CC(=CC(=C12)F)C(CF)(C=1C=NN(C1)C)O)=O)CC1=CC=C(C=N1)C#N)O[C@@H]1COCC1 6-{[(1R)-1-(4-Chlorophenyl)-7-fluoro-5-[2-fluoro-1-hydroxy-1-(1-methyl-1H-pyrazol-4-yl)ethyl]-3-oxo-1-[(3S)-oxolan-3-yloxy]-2,3-dihydro-1H-isoindol-2-yl]methyl}pyridine-3-carbonitrile